NC1=NCN(C2=CC=C(C=C12)F)C1=C2C=CN=C(C2=CC=C1C)NC1=C(C(=CC=C1)Cl)F 4-amino-N-(1-((3-chloro-2-fluorophenyl)amino)-6-methylisoquinolin-5-yl)-6-fluoroquinazoline